1,6-Dihydroxynaphthalin OC1=CC=CC2=CC(=CC=C12)O